N-(4-(2-isopropoxyphenyl)-5-(3-(neopentyloxy)phenyl)thiazol-2-yl)benzenesulfonamide C(C)(C)OC1=C(C=CC=C1)C=1N=C(SC1C1=CC(=CC=C1)OCC(C)(C)C)NS(=O)(=O)C1=CC=CC=C1